4-hydroxy-7-phenoxyisoquinoline-3-carboxylic acid OC1=C(N=CC2=CC(=CC=C12)OC1=CC=CC=C1)C(=O)O